ClC=1C(=NC(=NC1)NC=1C=C(C=NC1)N1C(CCC1)=O)N1CCCC2=CC=CC=C12 1-(5-((5-chloro-4-(3,4-dihydroquinolin-1(2H)-yl)pyrimidin-2-yl)amino)pyridin-3-yl)pyrrolidin-2-one